3-(2,2-difluoro-2H-1,3-benzodioxol-5-yl)-3-oxopropanenitrile FC1(OC2=C(O1)C=CC(=C2)C(CC#N)=O)F